5-(1-(2,2-difluoroethyl)-2-methyl-1H-imidazo[4,5-b]pyridin-6-yl)-N-(2-isobutyl-2-azaspiro[3.3]heptan-6-yl)pyrrolo[2,1-f][1,2,4]triazin-2-amine FC(CN1C(=NC2=NC=C(C=C21)C=2C=CN1N=C(N=CC12)NC1CC2(CN(C2)CC(C)C)C1)C)F